(R)-N-(2-(1H-benzo[d]imidazol-1-yl)-4-(3-methylmorpholino)thieno[3,2-d]pyrimidin-7-yl)-2-(pyridin-4-yl)acetamide N1(C=NC2=C1C=CC=C2)C=2N=C(C1=C(N2)C(=CS1)NC(CC1=CC=NC=C1)=O)N1[C@@H](COCC1)C